[Na].ClC1=C(C=C(C(=C1)F)C1=C(C(=C(C(=C1F)F)F)F)F)S(=O)(=O)NC(C(F)(F)F)=O N-{4-chloro-2',3',4',5',6,6'-hexafluoro-[1,1'-biphenyl]-3-ylsulfonyl}-2,2,2-trifluoroacetamide, sodium salt